C(C)(=O)C1=CC(=CC2=C1NCC(CC2)NC(OC(C)(C)C)=O)F tert-butyl (9-acetyl-7-fluoro-2,3,4,5-tetrahydro-1H-benzo[b]azepin-3-yl)carbamate